5-{4-[(2-dodecyl-1-oxotetradecyl) oxy] butyl}-11,14-dimethyl-7-oxo-6-oxa-8,11,14-triazapentadec-1-yl 2-dodecyltetradecanoate C(CCCCCCCCCCC)C(C(=O)OCCCCC(OC(NCCN(CCN(C)C)C)=O)CCCCOC(C(CCCCCCCCCCCC)CCCCCCCCCCCC)=O)CCCCCCCCCCCC